C(CC#C)S(=O)(=O)C1=NC(=CC(=N1)C=1C=CC(N(C1)CC1=CC(=C(C=C1)OC)OC)=O)C(F)(F)F 5-(2-(but-3-yn-1-ylsulfonyl)-6-(trifluoromethyl)pyrimidin-4-yl)-1-(3,4-dimethoxybenzyl)pyridin-2(1H)-one